C1(=CC=CC=C1)P(OC1=CCC(C=C1)(C(C)(C)C)C(C)(C)C)(OC1=CCC(C=C1)(C(C)(C)C)C(C)(C)C)([O-])C1=CC=CC=C1 bis(4,4'-di-t-butylphenyl) diphenylphosphite